CC(CCCCCC)OC(C1=CC=C(C=C1)N(C)C)=O 4-(dimethylamino)benzoic acid-2-octyl ester